5-fluoro-3-((1-(2-(4-fluoro-2-(1H-pyrrole-3-yl)phenoxy)ethyl)piperidine-4-yl)methyl)-1H-indole FC=1C=C2C(=CNC2=CC1)CC1CCN(CC1)CCOC1=C(C=C(C=C1)F)C1=CNC=C1